1-butyl-3-(2-propen-1-yl)-1H-imidazolium bromide [Br-].C(CCC)N1C=[N+](C=C1)CC=C